C(CC(/C=C/C=C\\C/C=C\\C/C=C\\C/C=C\\CCO)O)CC(=O)[O-] The molecule is an icosanoid anion that is the conjugate base of 5,20-di-HEPE arising from deprotonation of the carboxylic acid group; major species at pH 7.3. It is an icosanoid anion, a polyunsaturated fatty acid anion, an omega-hydroxy fatty acid anion and a long-chain fatty acid anion. It is a conjugate base of a 5,20-diHEPE.